4-((7-(4,4-Difluoropiperidin-1-yl)heptyl)thio)-2-(2,6-dioxopiperidin-3-yl)-6-fluoroisoindole FC1(CCN(CC1)CCCCCCCSC=1C2=CN(C=C2C=C(C1)F)C1C(NC(CC1)=O)=O)F